2-((2,2,2-trifluoroethyl)amino)-4-((4-(1-((2-(trimethylsilyl)ethoxy)methyl)-1H-1,2,4-triazol-3-yl)phenyl)amino)pyrimidine-5-carbonitrile FC(CNC1=NC=C(C(=N1)NC1=CC=C(C=C1)C1=NN(C=N1)COCC[Si](C)(C)C)C#N)(F)F